COC(=O)C1=C(C(=NN1C1=CC=C(C=C1)C#N)Br)I 3-bromo-1-(4-cyanophenyl)-4-iodo-1H-pyrazole-5-carboxylic acid methyl ester